((R)-aziridin-2-yl)((14aR)-11-chloro-10-(5-methyl-1H-indazol-4-yl)-1,3,4,13,14,14a-hexahydro-2H-pyrazino[1',2':5,6][1,5]oxazocino[4,3,2-de]quinazolin-2-yl)methanone N1[C@H](C1)C(=O)N1C[C@@H]2N(C=3N=CN=C4C=C(C(=C(C34)OCC2)Cl)C2=C3C=NNC3=CC=C2C)CC1